CC1=C(C=NN1)C1=CC=C2C(=N1)SC(=N2)NC2=NC=CC(=C2)CN2CC(CC2)O 1-((2-((5-(5-methyl-1H-pyrazol-4-yl)thiazolo[5,4-b]pyridin-2-yl)amino)pyridin-4-yl)methyl)pyrrolidin-3-ol